Methyl 2-[2-[2-[2-[2-[2-(3-amino-2-fluoro-propoxy)ethoxy]ethoxy]ethoxy]ethoxy] ethoxy]acetate NCC(COCCOCCOCCOCCOCCOCC(=O)OC)F